N[C@H](CC1=C(C=2N=NC=C(C2S1)NCC=1SC=CC1)C)C 6-[(2S)-2-aminopropyl]-7-methyl-N-(thiophen-2-ylmethyl)thieno[3,2-c]pyridazin-4-amine